C(C=C)(=O)NC(CS(=O)(=O)[O-])(C)C.C(C)N1C=[N+](C=C1)C 1-ethyl-3-methylimidazolium 2-acrylamido-2-methylpropanesulfonate